(S)-4-methyl-3-(1-(6-((1-methyl-1H-pyrazol-4-yl)amino)pyridin-3-yl)pyrrolidin-3-yl)-N-(3-(trifluoromethyl)phenyl)benzamide CC1=C(C=C(C(=O)NC2=CC(=CC=C2)C(F)(F)F)C=C1)[C@H]1CN(CC1)C=1C=NC(=CC1)NC=1C=NN(C1)C